3-fluoro-1,5-dimethyl-pyrrole FC1=CN(C(=C1)C)C